N-((5-fluoro-2,3-dihydrobenzofuran-4-yl)methyl)-4-methoxypyrido[3,4-d]pyrimidin-8-amine FC=1C=CC2=C(CCO2)C1CNC1=NC=CC2=C1N=CN=C2OC